COC=1C=C(CN(C2=CC=C(C=C2)COCCOCCOC2=CC(=CC=C2)OC)CC2=CC(=CC=C2)OC)C=CC1 N,N-bis(3-methoxybenzyl)-4-((2-(2-(3-methoxyphenoxy)ethoxy)ethoxy)methyl)aniline